N-((1-aminoisoquinolin-6-yl)methyl)-3-(((1-methylpiperidin-4-yl)methyl)amino)pyrazine-2-carboxamide NC1=NC=CC2=CC(=CC=C12)CNC(=O)C1=NC=CN=C1NCC1CCN(CC1)C